FCCCN1CC(C1)CC1=CC=C(C=C1)C1=C(CCCC2=C1C=CC(=C2)C(=O)O)C2=CC=C(C=C2)OC(F)(F)F 9-(4-((1-(3-fluoropropyl)azetidin-3-yl)methyl)phenyl)-8-(4-(trifluoromethoxy)phenyl)-6,7-dihydro-5H-benzo[7]annulene-3-carboxylic acid